FC(C1=CC=C(C=C1)OC1=CC=C(C=C1)C(F)(F)F)(F)F di(4-trifluoromethylphenyl) oxide